OCC12CCCN2C(C2=C1SC=C2)=O 8a-(Hydroxymethyl)-6,7,8,8a-tetrahydro-4H-thieno[2,3-a]pyrrolizin-4-one